6'-(((1S,3S)-3-((7-(trifluoromethyl)-[1,2,4]triazolo[1,5-a]pyridin-2-yl)amino)cyclopentyl)amino)-[3,3'-bipyridyl]-2(1H)-one FC(C1=CC=2N(C=C1)N=C(N2)N[C@@H]2C[C@H](CC2)NC2=CC=C(C=N2)C=2C(NC=CC2)=O)(F)F